FC1=C(C=C(C(=C1)OC1=CC2=C(N(C=N2)C)C=C1)C)NC=1C2=C(N=CN1)C=CC(=N2)[C@@H]2CCC(N(C2)C(C=C)=O)(C)C |r| rac-(R)-1-(5-(4-((2-fluoro-5-methyl-4-((1-methyl-1H-benzo[d]imidazol-5-yl)oxy)phenyl)amino)pyrido[3,2-d]pyrimidin-6-yl)-2,2-dimethylpiperidin-1-yl)prop-2-en-1-one